O=C1CC[C@H](N1)C(=O)OC(C)(C)C tert-Butyl (S)-5-oxopyrrolidine-2-carboxylate